C[C@@H](CC=O)CCC=C(C)C (+)-(3R)-3,7-dimethyloct-6-enal